ClC1=C(C=C(C=C1N1C[C@@H](N(CC1)C1CCNCC1)CO)C#N)NC1=NC=2N(C(=N1)NC1CC1)N=CC2C#N (R)-2-((2-chloro-5-cyano-3-(3-(hydroxymethyl)-4-(piperidin-4-yl)piperazin-1-yl)phenyl)amino)-4-(cyclopropylamino)pyrazolo[1,5-a][1,3,5]triazine-8-carbonitrile